ClC1=CC=C(C=C1)F 4-Chlorofluorobenzol